2-(((1S)-1-(5-(2,3-diphenylcyclopropyl)-1,2,4-oxadiazol-3-yl)ethyl)carbamoyl)-4-methoxypyridin-3-yl acetate C(C)(=O)OC=1C(=NC=CC1OC)C(N[C@@H](C)C1=NOC(=N1)C1C(C1C1=CC=CC=C1)C1=CC=CC=C1)=O